1-(6-cyclopropyl-2-(1-hydroxy-2-((triisopropylsilyl)oxy)ethyl)imidazo[1,2-a]pyridin-8-yl)-3-methylimidazolidine-2,4-dione C1(CC1)C=1C=C(C=2N(C1)C=C(N2)C(CO[Si](C(C)C)(C(C)C)C(C)C)O)N2C(N(C(C2)=O)C)=O